Ethoxy-3-(1-methyl-5-(trifluoromethyl)-1H-benzo[d]imidazol-2-yl)benzimidazole C(C)OC=1N(C2=C(N1)C=CC=C2)C2=NC1=C(N2C)C=CC(=C1)C(F)(F)F